tert-Butyl 4-{[2-(benzyloxy)-2-oxoethyl](methyl)amino}piperidine-1-carboxylate C(C1=CC=CC=C1)OC(CN(C1CCN(CC1)C(=O)OC(C)(C)C)C)=O